(4aR,8aS)-6-[3-[4-[4-(Trifluoromethyl)pyrimidin-2-yl]oxyphenyl]azetidine-1-carbonyl]-4,4a,5,7,8,8a-hexahydropyrido[4,3-b][1,4]oxazin-3-one methyl-2,3-dimethylbutenate COC(C(=C(C)C)C)=O.FC(C1=NC(=NC=C1)OC1=CC=C(C=C1)C1CN(C1)C(=O)N1C[C@@H]2[C@@H](OCC(N2)=O)CC1)(F)F